BrC1=C(C=CC(=C1)C(=O)[O-])C(=O)[O-] 2-bromobenzene-1,4-dicarboxylate